FC1=CC(=C(C=C1)C1CCN(CC1)C=O)C(F)(F)F (4-(4-fluoro-2-(trifluoromethyl)phenyl)piperidin-1-yl)methanone